magnesium, sodium salt [Na].[Mg]